bismuth(II) oxide [Bi]=O